OC1CN(C1)CC1=CNC2=CC(=CC=C12)C=1N=CC(=NC1)C(=O)N 5-(3-((3-hydroxyazetidin-1-yl)methyl)-1H-indol-6-yl)pyrazine-2-carboxamide